N-(4,5-dimethylisoxazol-3-yl)-N-(methoxymethyl)-2-((6-methyl-3-oxo-1,3-dihydroisobenzofuran-5-yl)ethynyl)pyridine-3-sulfonamide CC=1C(=NOC1C)N(S(=O)(=O)C=1C(=NC=CC1)C#CC=1C=C2C(OCC2=CC1C)=O)COC